Cl.NC1CCC(CC1)CN1C(\C(\C2=CC=C(C=C12)C(=O)NCCN(CC)CC)=C/C=1NC(=CC1C)C)=O (Z)-1-(((1r,4r)-4-aminocyclohexyl)methyl)-N-(2-(diethylamino)ethyl)-3-((3,5-dimethyl-1H-pyrrol-2-yl)methylene)-2-oxoindoline-6-carboxamide hydrochloride